CC1C2CCC(C1)C2 2-methylbicyclo[2.2.1]heptane